4-[7-(aminocarbonyl)-2H-indazole-2-yl]-4-methylpiperidinium NC(=O)C1=CC=CC2=CN(N=C12)C1(CC[NH2+]CC1)C